CN(C)C1CCCCC1 N,N-dimethyl-cyclohexyl-amine